Dihydroxy-N-methoxytetrahydrofuran-2-carboxamide OC1C(OCC1)(C(=O)NOC)O